C=1(C(=CC=CC1)C(=O)OCCC(CC)OC(=O)C=1C(=CC=CC1)C)C 1,3-pentanediol ditoluate